C/C(/C=C)=C/CC=C(C)C (3Z)-3,7-Dimethylocta-1,3,6-triene